1-methyl-3-(3-chloropropyl)imidazole CN1CN(C=C1)CCCCl